4-biphenylyl-L-alanine C1(=CC=C(C=C1)N[C@@H](C)C(=O)O)C1=CC=CC=C1